4-allyltetrahydropyran-4-amine C(C=C)C1(CCOCC1)N